6-fluoropyridine-3-carbonyl-N-methylpyrrolidin-3-amine trifluoroacetate FC(C(=O)O)(F)F.FC1=CC=C(C=N1)C(=O)N1CC(CC1)NC